C1CCC12COCC2 (3S,4R)-6-oxaspiro[3.4]octan